ClC1=NC=C(C(=N1)NCCC1=CC(=CC=C1)F)C(=O)N 2-chloro-4-((3-fluorophenyl-ethyl)amino)pyrimidin-5-carboxamide